C(C)(C)(C)OC(CNC1CCN(CC1)C(=O)OC(C)(C)C)=O tert-butyl 4-((2-(tert-butoxy)-2-oxoethyl)amino)piperidine-1-carboxylate